N-{(S)-1-carbonyl-1-{{(S)-1-carbonyl-3-[(S)-2-carbonylpyrrolidin-3-yl]propan-2-yl}amino}-3-4-fluorophenylpropan-2-yl}-1H-indole-2-carboxamide C(=O)=C([C@H](CC1=CC=C(C=C1)F)NC(=O)C=1NC2=CC=CC=C2C1)N[C@H](C=C=O)C[C@H]1C(NCC1)=C=O